FC1=C(C=CC(=C1)F)C=1N=C(SC1)N(C)C1=C(N=C2N1C=C(C=C2)C2CCN(CC2)S(=O)(=O)C)CC 4-(2,4-difluorophenyl)-N-(2-ethyl-6-(1-(methylsulfonyl)piperidin-4-yl)imidazo[1,2-a]pyridin-3-yl)-N-methylthiazol-2-amine